COC=1C(=CC=2C(=C3C(=NC2C1)CCC3)N[C@H]3CNC(CCC3)C)OC (3R)-N-{6,7-dimethoxy-1H,2H,3H-cyclopenta[b]quinolin-9-yl}-7-methylazepan-3-amine